BrC=1C(=C(C=CC1)C1=CCN(CC1)C(=O)OC(C)(C)C)OCC(C1=CC=CC=C1)O tert-butyl 4-(3-bromo-2-(2-hydroxy-2-phenylethoxy) phenyl)-5,6-dihydropyridine-1(2H)-carboxylate